((tetrahydrofuran-3-yl)oxy)isoindolin O1CC(CC1)OC1NCC2=CC=CC=C12